1,2-dihydro-1,5-naphthyridine-3-carbonitrile N1CC(=CC2=NC=CC=C12)C#N